tributyl(pyrazin-2-yl)-stannane C(CCC)[Sn](C1=NC=CN=C1)(CCCC)CCCC